C12N(CC(NC1)C2)C2=C1CN(C(C1=C(C=C2F)F)=O)C2C(NC(CC2)=O)=O 3-(4-(2,5-diazabicyclo[2.2.1]heptan-2-yl)-5,7-difluoro-1-oxoisoindolin-2-yl)piperidine-2,6-dione